4-(8-iodooctyl)piperidin ICCCCCCCCC1CCNCC1